methyl [5-(7-(4-cyanophenyl)-5-{[(3R)-1-methylpiperidin-3-yl]methoxy}imidazo[1,2-c]pyrimidin-8-yl)-2-methylphenyl]methylcarbamate C(#N)C1=CC=C(C=C1)C1=C(C=2N(C(=N1)OC[C@H]1CN(CCC1)C)C=CN2)C=2C=CC(=C(C2)CNC(OC)=O)C